methyl-N'-(3-methylpyridin-2-yl)propenohydrazide CC(C(=O)NNC1=NC=CC=C1C)=C